NC1=C2C(=NC=N1)N(N=C2C#CC=2C=C1C=NN(C1=CC2)CC)[C@H]2C[C@@H](N(C2)C(C=C)=O)COC 1-((2R,4S)-4-(4-amino-3-((1-ethyl-1H-indazol-5-yl)ethynyl)-1H-pyrazolo[3,4-d]pyrimidin-1-yl)-2-(methoxymethyl)pyrrolidin-1-yl)prop-2-en-1-one